FC1=C2C=NN(C2=CC(=C1)[C@]1(CC12CC2)C#N)C2=NC(=NC(=C2)N2C1CC(C2)(C1)C(C)(C)O)C |o1:10| (R or S)-1-(4-fluoro-1-(6-(4-(2-hydroxypropan-2-yl)-2-azabicyclo[2.1.1]hexan-2-yl)-2-methylpyrimidin-4-yl)-1H-indazol-6-yl)spiro[2.2]pentane-1-carbonitrile